((3-iodo-benzyl)oxy)-2,3-dihydro-1H-inden-1-one IC=1C=C(COC2C(C3=CC=CC=C3C2)=O)C=CC1